(5-(cyclopropylmethyl)-4,5,6,7-tetrahydropyrazolo[1,5-a]pyrazin-2-yl)methanol C1(CC1)CN1CC=2N(CC1)N=C(C2)CO